(3R,6S)-6-[5-(4-chloro-phenyl)-1,3,4-oxa-diazol-2-yl]piperidin ClC1=CC=C(C=C1)C1=NN=C(O1)[C@@H]1CCCCN1